[N+](=O)([O-])C1=C(C=CC(=N1)N)N 6-nitro-2,5-pyridinediamine